((1-(3,4-dimethoxyphenyl)-9H-pyrido[3,4-b]indol-3-yl)amino)naphthalene-1,2-dione COC=1C=C(C=CC1OC)C1=NC(=CC2=C1NC1=CC=CC=C21)NC=2C(C(C1=CC=CC=C1C2)=O)=O